[Ni](Br)Br Nickel (II) dibromide